2-(N-((2'-(1H-tetrazol-5-yl)-[1,1'-biphenyl]-4-yl)methyl)pentanamido)-2-amino-3-methylbutanoic acid N1N=NN=C1C1=C(C=CC=C1)C1=CC=C(C=C1)CN(C(CCCC)=O)C(C(=O)O)(C(C)C)N